FC1=CC=C(C=C1)C(N1[C@@H](CN[C@H](C1)C)C)C1=NC=CC=C1F (2r,5s)-1-((4-fluorophenyl)(3-fluoropyridin-2-yl)methyl)-2,5-dimethylpiperazine